S1N=C(C2=C1C=CC=C2)N2CCN(CC2)CCN2C(C=1N(CC2)N=C(C1C)C)=O 5-[2-(4-benzo[d]isothiazol-3-yl-piperazin-1-yl)-ethyl]-2,3-dimethyl-6,7-dihydro-5H-pyrazolo[1,5-a]pyrazin-4-one